CC1=C(C=CC=C1C(F)(F)F)[C@@H](CC)N (R)-1-(2-methyl-3-(trifluoromethyl)phenyl)propan-1-amine